4-(((tert-butyldimethylsilyl)oxy)methyl)-2-methyl-4,5-dihydrooxazole [Si](C)(C)(C(C)(C)C)OCC1N=C(OC1)C